1-(3-(3-methoxy-8,9-dihydropyrido[3',2':4,5]pyrrolo[1,2-a]pyrazin-7(6H)-yl)-3-oxopropoxy)propan COC1=CC=2C=C3N(CCN(C3)C(CCOCCC)=O)C2N=C1